BrC1=CC=C(OCC2OC(COC2)COC2(COC2)C)C=C1 2-((4-bromophenoxy)methyl)-6-(((3-methyloxetan-3-yl)oxy)methyl)-1,4-dioxane